BrC1=C(OC=2C(=NC=NC2)N([C@H]2C[C@H](C[C@H]2O)NC(OCC2=CC=CC=C2)=O)C)C=CC(=C1)F benzyl [(1R,3S,4R)-3-{[5-(2-bromo-4-fluorophenoxy)pyrimidin-4-yl](methyl)amino}-4-hydroxycyclopentyl]carbamate